1-(4-(5-(2-(3,4-dimethoxyphenyl)-3-isopropyl-1H-indol-5-yl)pyridin-2-yl)piperazin-1-yl)ethan-1-one COC=1C=C(C=CC1OC)C=1NC2=CC=C(C=C2C1C(C)C)C=1C=CC(=NC1)N1CCN(CC1)C(C)=O